FC=1C=C(OC2=C3C(=NC=C2)N(C=C3C(C)=O)S(=O)(=O)C3=CC=CC=C3)C=C(C1)F 1-(4-(3,5-difluorophenoxy)-1-(phenylsulfonyl)-1H-pyrrolo[2,3-b]pyridin-3-yl)ethan-1-one